CNCCCCCCN N-methylhexane-1,6-diamine